C1(CC1)C1=NOC=C1C=1N=C(N(C1)C)[C@@H]1C(C12CCN(CC2)S(=O)(=O)N)(F)F (2R)-2-[4-(3-Cyclopropylisoxazol-4-yl)-1-methyl-1H-imidazol-2-yl]-1,1-difluoro-6-azaspiro[2.5]octan-6-sulfonamid